N1CC(C1)CN1CCN(CC1)C=1C=C2C(=NN(C(C2=CC1)=O)C1CNCCC1)C 3-(6-(4-(azetidin-3-ylmethyl)piperazin-1-yl)-4-methyl-1-oxophthalazin-2(1H)-yl)piperidin